FC(OC=1C=2N(C=C(C1)C=1C=C(C=CC1)C(C)NCC)C=CN2)F 1-(3-(8-(difluoromethoxy)imidazo[1,2-a]pyridin-6-yl)phenyl)-N-ethylethan-1-amine